FC1=C(C=CC(=C1)S(=O)(=O)C(F)(F)F)C 2-fluoro-1-methyl-4-(trifluorometh-ylsulfonyl)benzene